FC1=C(C=C(C=C1)OC(F)(F)F)CNC(=O)C=1N=NN(C1)CCCCN1N=NC(=C1)NC(CC1=CC(=CC=C1)OC(F)(F)F)=O N-{[2-fluoro-5-(trifluoromethoxy)phenyl]methyl}-1-[4-(4-{2-[3-(trifluoromethoxy)phenyl]acetamido}-1H-1,2,3-triazol-1-yl)butyl]-1H-1,2,3-triazole-4-carboxamide